C(C)(C)(C)OOC(C)(C)C1=C(C=CC=C1)C(C)(C)OOC(C)(C)C di(tert-butylperoxyisopropyl)-benzene